OC=1C=C(C=CC1)C1=NC=C2NC(N(C2=N1)C1=C(C=CC=C1)OC(F)(F)F)=O 2-(3-hydroxyphenyl)-8-oxo-9-(2-(trifluoromethoxy)phenyl)-8,9-dihydro-7H-purine